1,3-diaminocyclohexane-1,3-diamine NC1(CC(CCC1)(N)N)N